FC=1C=C(C#N)C=C(C1)OC=1C2=C(N=CN1)C(CC2)=O 3-fluoro-5-((7-oxo-6,7-dihydro-5H-cyclopenta[d]pyrimidin-4-yl)oxy)benzonitrile